(Z)-1-(3-(5-(dimethylamino)-2-isopropylphenyl)-4-oxothiazolidin-2-ylidene)-3-(2-methyl-4-(1-(3-(trifluoromethoxy)phenyl)-1H-1,2,4-triazol-3-yl)phenyl)urea CN(C=1C=CC(=C(C1)N1/C(/SCC1=O)=N/C(=O)NC1=C(C=C(C=C1)C1=NN(C=N1)C1=CC(=CC=C1)OC(F)(F)F)C)C(C)C)C